N-(3-(2-(3-oxa-8-azabicyclo[3.2.1]oct-8-yl)-5-(2-(methylthio)pyrimidin-4-yl)thiazol-4-yl)-2-fluorophenyl)-4-methoxyisoindoline-2-sulfonamide C12COCC(CC1)N2C=2SC(=C(N2)C=2C(=C(C=CC2)NS(=O)(=O)N2CC1=CC=CC(=C1C2)OC)F)C2=NC(=NC=C2)SC